(E)-3-benzyl-5-(1,2-diphenylallyl)oxazolidine-2,4-dione C(C1=CC=CC=C1)N1C(OC(C1=O)C(C(=C)C1=CC=CC=C1)C1=CC=CC=C1)=O